N-(2,2,2-trifluoro-1-(4-(trifluoromethyl)phenyl)ethyl)pyridine-3-sulfonamide FC(C(C1=CC=C(C=C1)C(F)(F)F)NS(=O)(=O)C=1C=NC=CC1)(F)F